FC(C=1C=C(C(=O)N)C=CC1)(F)F 3-(trisFluoromethyl)benzamide